N-(cyanomethyl)-5-(4-((3-ethyl-2-oxo-2,3-dihydro-1H-pyrimido[4,5,6-de]quinazolin-8-yl)methyl)piperazin-1-yl)-6-methylpicolinamide C(#N)CNC(C1=NC(=C(C=C1)N1CCN(CC1)CC1=CC=2C3=C(N(C(NC3=C1)=O)CC)N=CN2)C)=O